[Fe].[V].[Mo] MOLYBDENUM-VANADIUM-IRON